N1(N=CC=C1)C=1C2=C(N=CN1)CNC2=O 4-(1H-pyrazol-1-yl)-6,7-dihydro-5H-pyrrolo[3,4-d]pyrimidin-5-one